C(C)(C)(C)OC(=O)NC1=C(C(=NN1C1CCC1)C)CC[C@H]1[C@@H](COC1)NC(OC(C)(C)C)=O |r| tert-butyl ((3S,4S)- and (3R,4R)-4-(2-(5-((tert-butoxycarbonyl)amino)-1-cyclobutyl-3-methyl-1H-pyrazol-4-yl)ethyl)tetrahydrofuran-3-yl)carbamate